C1(CC1)C1=C(N=C2N1C(=CC(=C2)C=O)OC)C2=CC=1C(=NC(=CC1)CC)N2CC2CC2 [3-cyclopropyl-2-[1-(cyclopropylmethyl)-6-ethylpyrrolo[2,3-b]pyridin-2-yl]-5-methoxyimidazo[1,2-a]pyridin-7-yl]methanone